OC1CC(N(C(C1)(C)C)CCO)(C)C 4-hydroxy-1-(2-hydroxyethyl)-2,2,6,6-tetramethyl-piperidine